2-[2-fluoro-5-methoxy-4-(piperidine-1-carbonyl)phenyl]-4-[(5-methoxy-2-pyridyl)amino]-6H-1,6-naphthyridin-5-one FC1=C(C=C(C(=C1)C(=O)N1CCCCC1)OC)C1=NC=2C=CNC(C2C(=C1)NC1=NC=C(C=C1)OC)=O